4-(4-(methylsulfinyl)phenyl)-3-phenylfuran-2(5H)-one CS(=O)C1=CC=C(C=C1)C1=C(C(OC1)=O)C1=CC=CC=C1